N[C@H]1C[C@H](CCC1)NC(OC(C)(C)C)=O tert-butyl ((1S,3R)-3-aminocyclohexyl)carbamate